3-methoxy-N-methyl-4-oxo-1-((1-phenylbut-3-en-1-yl)amino)-1,4-dihydropyridine-2-carboxamide COC1=C(N(C=CC1=O)NC(CC=C)C1=CC=CC=C1)C(=O)NC